3-({3-[(2S)-2-(4-chlorophenyl)-2-hydroxyethyl]-1,2,4-oxadiazol-5-yl}methyl)-6-(fluoromethyl)-1-methyl-1,2,3,4-tetrahydropyrimidine-2,4-dione ClC1=CC=C(C=C1)[C@H](CC1=NOC(=N1)CN1C(N(C(=CC1=O)CF)C)=O)O